tert-butyl N-[(1S,3R)-3-(aminomethyl)cyclopentyl]carbamate NC[C@H]1C[C@H](CC1)NC(OC(C)(C)C)=O